CN1C(=NC2=C(C=C(C=C2C1=O)C)[C@@H](C)NC1=C(C=CC=C1)[S@@](=O)(=N)C)N1CCOCC1 3,6-dimethyl-8-((R)-1-((2-((R)-S-methylsulfonimidoyl)phenyl)amino)ethyl)-2-morpholinoquinazolin-4(3H)-one